tert-butyl N-[(2R)-3-[(2-amino-3-pyridyl)amino]-2-methoxy-propyl]-N-methyl-carbamate NC1=NC=CC=C1NC[C@H](CN(C(OC(C)(C)C)=O)C)OC